N-(5-bromo-2-methylpyridin-3-yl)-3-phenylisoxazolidine-2-carboxamide BrC=1C=C(C(=NC1)C)NC(=O)N1OCCC1C1=CC=CC=C1